ClC1=CC(=C(C=C1)C#CC1=CN(C2=NC=C(C=C21)NC(C=C)=O)C)N(C)C N-(3-((4-Chloro-2-(dimethylamino)phenyl)ethynyl)-1-methyl-1H-pyrrolo[2,3-b]pyridin-5-yl)acrylamide